rac-tert-butyl (4-(cyanomethyl)-2-((1S*,2S*)-2-(4-methylpyrimidin-2-yl)cyclopropyl)quinolin-7-yl)carbamate C(#N)CC1=CC(=NC2=CC(=CC=C12)NC(OC(C)(C)C)=O)[C@@H]1[C@H](C1)C1=NC=CC(=N1)C |r|